5-(2-((1R,3aS,7aR,E)-1-((S)-1-(3,3-dimethylmorpholino)propan-2-yl)-7a-methyloctahydro-4H-inden-4-ylidene)ethylidene)cyclohexane-1,3-diol CC1(COCCN1C[C@@H](C)[C@H]1CC[C@H]2\C(\CCC[C@]12C)=C\C=C1CC(CC(C1)O)O)C